selenium Zinc selenide [Se-2].[Zn+2].[Se+2].[Se-2]